2-{1-[5-(trifluoromethyl)pyrimidin-2-yl]piperidin-4-yl}propionic acid FC(C=1C=NC(=NC1)N1CCC(CC1)C(C(=O)O)C)(F)F